FC1=CC(=NC=C1)CN1CCN(CCNCCN(CC1)CC(=O)O)CC(=O)O 2,2'-(4-((4-fluoropyridin-2-yl)methyl)-1,4,7,10-tetraazacyclododecane-1,7-diyl)diacetic acid